1-(3-((8-methoxy-2-(6-methoxypyridin-3-yl)-2,3-dihydrobenzo[b][1,4]dioxin-6-yl)methyl)-3H-imidazo[4,5-b]pyridin-6-yl)azetidin-2-one COC1=CC(=CC2=C1OC(CO2)C=2C=NC(=CC2)OC)CN2C=NC=1C2=NC=C(C1)N1C(CC1)=O